2-(5-chloro-2-hydroxyphenyl)imidazole ClC=1C=CC(=C(C1)C=1NC=CN1)O